3,5-bis(1,1,1,3,3,3-hexafluoro-2-hydroxy-2-propanyl)styrene FC(C(C(F)(F)F)(O)C=1C=C(C=C)C=C(C1)C(C(F)(F)F)(C(F)(F)F)O)(F)F